(R,S)-tert-butyl methyl((8-(2-(trifluoromethyl)pyridin-4-yl)isochroman-4-yl)methyl)carbamate CN(C(OC(C)(C)C)=O)C[C@@H]1COCC2=C(C=CC=C12)C1=CC(=NC=C1)C(F)(F)F